2-(5-(7,8-dimethyl-[1,2,4]triazolo[1,5-a]pyridin-6-yl)-4-(2,2,2-trifluoroethyl)-1H-pyrazol-3-yl)-4-methyl-5-(1-methylpiperidin-4-yl)thiazole Cyanomethyl-4-aminobenzoate C(#N)COC(C1=CC=C(C=C1)N)=O.CC1=C(C=2N(C=C1C1=C(C(=NN1)C=1SC(=C(N1)C)C1CCN(CC1)C)CC(F)(F)F)N=CN2)C